ClC=1N=CC(=NC1)C(C)NC(CC=1C(NC2=CC=C(C(=C2C1)F)F)=O)=O N-[1-(5-Chloropyrazin-2-yl)ethyl]-2-(5,6-difluoro-2-oxo-1H-quinolin-3-yl)acetamide